sodium silicon (oxy) sulfide O=S.[Si].[Na]